2,6-bis(trimethylstannyl)-3,7-bis(9-octylnonadecyl)thieno[3,2-b]thieno[2',3':4,5]thieno[2,3-d]thiophene C[Sn](C1=C(C=2SC3=C(C2S1)SC1=C3SC(=C1CCCCCCCCC(CCCCCCCCCC)CCCCCCCC)[Sn](C)(C)C)CCCCCCCCC(CCCCCCCCCC)CCCCCCCC)(C)C